dicyclohexyl(2',4',6'-triiso-propyl-[1,1'-biphenyl]-3-yl)phosphane C1(CCCCC1)P(C=1C=C(C=CC1)C1=C(C=C(C=C1C(C)C)C(C)C)C(C)C)C1CCCCC1